COC1=NC=C(C(=N1)OC)N1N=C2N=CN=C(C2=C1)N1CC(C(C1)(F)F)(F)F 2-(2,4-dimethoxypyrimidin-5-yl)-4-(3,3,4,4-tetrafluoropyrrolidin-1-yl)pyrazolo[3,4-d]pyrimidine